BrC1=NN(C(=C1)C(=O)OC)C[C@@H](C)NC(=O)OC(C)(C)C methyl 3-bromo-1-{(2R)-2-[(tert-butoxycarbonyl)amino]propyl}-1H-pyrazole-5-carboxylate